CC1CC2=C(NN=C2C(=O)N[C@H]2COC3=C(N(C2=O)C)C=CC=C3)CCO1 5-methyl-N-[(3S)-5-methyl-4-oxo-2,3-dihydro-1,5-benzoxazepin-3-yl]-4,5,7,8-tetrahydro-1H-oxepino[4,5-c]pyrazole-3-carboxamide